1-(4-(6-(3-hydroxyphenyl)-2-methyl-2H-indazol-3-yl)piperazin-1-yl)prop-2-en-1-one OC=1C=C(C=CC1)C=1C=CC2=C(N(N=C2C1)C)N1CCN(CC1)C(C=C)=O